BrC1=CC=C(NC2=C3NC=NC3=NC=N2)C=C1 6-(4-bromoanilino)purine